C(C)(C)(C)C1=CC=C(C=C1)C1=CC=C(C=C1)C(=O)N1[C@@H](CC[C@@H]1C1=C(C=CC=C1)Cl)C(=O)O (2S,5R)-1-(4'-(tert-butyl)-[1,1'-biphenyl]-4-carbonyl)-5-(2-chlorophenyl)pyrrolidine-2-carboxylic acid